Trans-3-((4-(4-(4-fluorophenyl)-1-(2,2,2-trifluoroethyl)-1H-imidazol-5-yl)pyrimidin-2-yl)amino)cyclobutan-1-ol FC1=CC=C(C=C1)C=1N=CN(C1C1=NC(=NC=C1)N[C@@H]1C[C@H](C1)O)CC(F)(F)F